F[C@@H]1[C@@H](C1)C(=O)NC=1C=C2C(=CN1)N(C(=C2)C=2C(=NC=C(C2)F)OC)C (1S,2S)-2-fluoro-N-[2-(5-fluoro-2-methoxypyridin-3-yl)-1-methylpyrrolo[2,3-c]pyridin-5-yl]cyclopropane-1-carboxamide